14-(4-chlorophenyl)-8,13,13b,14-tetrahydroindolo[2',3':3,4]pyrido[2,1-b]quinazolin-5(7H)-one ClC1=CC=C(C=C1)N1C2N(C(C=3C=CC=CC13)=O)CCC1=C2NC2=CC=CC=C21